HEXENENITRILE CCCC=CC#N